5-[4-(Difluoromethoxy)benzenesulfonyl]-N-[(3-methyl-1,2-oxazol-5-yl)methyl]-1H,2H,3H,4H,5H,6H-pyrrolo[3,4-c]pyrrol-2-carboxamide FC(OC1=CC=C(C=C1)S(=O)(=O)N1CC2=C(C1)CN(C2)C(=O)NCC2=CC(=NO2)C)F